C(C1=CC=CC=C1)N1CC=2N=C(N=C(C2CC1)OC1=C(C=CC=C1C)C)NCC1=CC=C(C#N)C=C1 4-(((7-benzyl-4-(2,6-dimethylphenoxy)-5,6,7,8-tetrahydropyrido[3,4-d]pyrimidin-2-yl)amino)methyl)benzonitrile